pentachlorophenyl(3-ethyl-3-oxetanylmethyl)ether ClC1=C(C(=C(C(=C1C(C1(COC1)CC)OC(C1=C(C(=C(C(=C1Cl)Cl)Cl)Cl)Cl)C1(COC1)CC)Cl)Cl)Cl)Cl